2,6-DICHLORO-1H-INDOLE-3-CARBALDEHYDE ClC=1NC2=CC(=CC=C2C1C=O)Cl